(2-(2-oxoimidazolidin-4-yl)ethyl)carbamic acid benzyl ester C(C1=CC=CC=C1)OC(NCCC1NC(NC1)=O)=O